1-((2-((6-(pyridin-4-yl)benzo[d]thiazol-2-yl)amino)pyridin-4-yl)methyl)pyrrolidin-3-ol N1=CC=C(C=C1)C1=CC2=C(N=C(S2)NC2=NC=CC(=C2)CN2CC(CC2)O)C=C1